(1R,2R,3S,4R,5R)-N-(3,4-dichlorophenyl)-5-(dimethylamino)-3-(2-fluoropyridine-4-yl)-7-oxabicyclo[2.2.1]Heptane-2-carboxamide ClC=1C=C(C=CC1Cl)NC(=O)[C@H]1[C@H]2C[C@H]([C@@H]([C@@H]1C1=CC(=NC=C1)F)O2)N(C)C